C(C1=CC=CC=C1)(C1=CC=CC=C1)(C1=CC=CC=C1)OCCO[C@@H]1[C@H](C1)C(=O)ON1C(C2=CC=CC=C2C1=O)=O 1,3-dioxoisoindolin-2-yl (1S,2S)-2-(2-(trityloxy)ethoxy)cyclopropane-1-carboxylate